C(#N)CCN1C(CCCCC1)=O N-(β-cyanoethyl)-e-caprolactam